N-[(2S)-1-({(1S)-1-cyano-2-[(3S)-2-oxopyrrolidin-3-yl]ethyl}amino)-4-methyl-1-oxopentan-2-yl]-5-fluoro-1H-indole-2-carboxamide C(#N)[C@H](C[C@H]1C(NCC1)=O)NC([C@H](CC(C)C)NC(=O)C=1NC2=CC=C(C=C2C1)F)=O